dibromo-methyl-propylsilane Br[Si](CCC)(C)Br